methyl 2-amino-4-(4,4,5,5-tetramethyl-1,3,2-dioxaborolan-2-yl)benzoate NC1=C(C(=O)OC)C=CC(=C1)B1OC(C(O1)(C)C)(C)C